3,3-dimethyl-1,2-cyclopropanedicarboxylic acid CC1(C(C1C(=O)O)C(=O)O)C